NC1=NC2=CC(=CC(=C2C=C1Cl)F)C[C@@H](C1CC1)[C@@]12[C@H]([C@H]([C@@H]([C@H]2C1)N1C=CC2=C1N=CN=C2N)O)O (1S,2R,3S,4R,5S)-1-((S)-2-(2-Amino-3-chloro-5-fluoroquinolin-7-yl)-1-cyclopropylethyl)-4-(4-amino-7H-pyrrolo[2,3-d]pyrimidin-7-yl)bicyclo[3.1.0]hexane-2,3-diol